FC1=C(C=CC(=C1)F)NC(=O)N1[C@H]2CC[C@@H]1CC=1C(=NC=CC12)F (5S,8R)-N-(2,4-difluorophenyl)-1-fluoro-6,7,8,9-tetrahydro-5H-5,8-epiminocyclohepta[c]-pyridine-10-carboxamide